(E)-1-[(1S,4S)-5-[4-(3-chloro-4-ethoxy-2-fluoro-anilino)pyrido[3,2-d]pyrimidin-6-yl]-2,5-diazabicyclo[2.2.1]heptan-2-yl]-4-(dimethylamino)but-2-en-1-one ClC=1C(=C(NC=2C3=C(N=CN2)C=CC(=N3)N3[C@@H]2CN([C@H](C3)C2)C(\C=C\CN(C)C)=O)C=CC1OCC)F